N[C@](C(=O)OC(C)C)(CC(C)(C)C)C1=CC(=C(C=C1)C#CC=1C=NN(C1)C(F)F)F isopropyl (R)-2-amino-2-(4-((1-(difluoromethyl)-1H-pyrazol-4-yl)ethynyl)-3-fluorophenyl)-4,4-dimethylpentanoate